N-(4-amino-1H-pyrazolo[4,3-c]pyridin-7-yl)-N'-benzyl-N'-isobutyl-oxamide NC1=NC=C(C2=C1C=NN2)NC(=O)C(=O)N(CC(C)C)CC2=CC=CC=C2